(E)-N-(6-cyclopropyl-1H-pyrazolo[3,4-b]pyridin-3-yl)-1-phenylmethylamine C1(CC1)C1=CC=C2C(=N1)NN=C2NCC2=CC=CC=C2